2-(2-((6-(1-aminoisoquinolin-5-yl)-2,2-dimethyl-2,3-dihydro-1H-inden-1-yl)oxy)phenyl)acetic acid NC1=NC=CC2=C(C=CC=C12)C1=CC=C2CC(C(C2=C1)OC1=C(C=CC=C1)CC(=O)O)(C)C